5-benzoyl-2,3-dihydro-pyrrolizine C(C1=CC=CC=C1)(=O)C=1N2CCCC2=CC1